NCCSSCCNC(CCC(=O)O)=O 4-((2-((2-aminoethyl)disulfanyl)ethyl)amino)-4-oxobutanoic acid